2-((1r,2r)-1-(2-cyanophenyl)-1-(3-fluoro-1-isopropyl-1H-pyrazol-4-yl)propan-2-yl)-5-hydroxy-N-(isoxazol-4-yl)-1-methyl-6-oxo-1,6-dihydropyrimidine-4-carboxamide C(#N)C1=C(C=CC=C1)[C@@H]([C@@H](C)C=1N(C(C(=C(N1)C(=O)NC=1C=NOC1)O)=O)C)C=1C(=NN(C1)C(C)C)F